2-cyclopropyl-6-methoxy-7-methyl-5-nitrobenzo[d]Thiazole C1(CC1)C=1SC2=C(N1)C=C(C(=C2C)OC)[N+](=O)[O-]